ClC1=C(C=CC=C1Cl)N1CCN(CC1)CCC1CC(C1)NC(=O)C1=C(C=NO1)C N-(3-(2-(4-(2,3-dichlorophenyl)piperazin-1-yl)ethyl)cyclobutyl)-4-methylisoxazole-5-carboxamide